3,3'-(2,7-bis(4,4,5,5-tetramethyl-dioxolan-2-yl)-9H-fluorene-9,9-diyl)bis(N,N-dimethylpropane-1-amine) CC1(OC(OC1(C)C)C1=CC=2C(C3=CC(=CC=C3C2C=C1)C1OC(C(O1)(C)C)(C)C)(CCCN(C)C)CCCN(C)C)C